ClC1=C(C=CC=C1Cl)N1C(=NN=C1)C1=NC2=C(N1)C=CC(=C2)C2=CC(=NN2)C 2-[4-(2,3-dichlorophenyl)-1,2,4-triazol-3-yl]-5-(3-methyl-1H-pyrazol-5-yl)-1H-benzimidazole